(4-cyclopropyl-1H-imidazol-1-yl)isoquinolin-1(2H)-one C1(CC1)C=1N=CN(C1)N1C(C2=CC=CC=C2C=C1)=O